Iron-Aluminum [Al].[Fe]